C1(CC1)C1=NC=NC(=C1C1=NN2C(N(C(CC2)=O)[C@@H](C)C2=CC(=C(C=C2)C=2N(C=C(N2)C(F)(F)F)CC)F)=N1)OC (S)-2-(4-cyclopropyl-6-methoxypyrimidin-5-yl)-4-(1-(4-(1-ethyl-4-(trifluoromethyl)-1H-imidazol-2-yl)-3-fluorophenyl)ethyl)-6,7-dihydro-[1,2,4]triazolo[1,5-a]pyrimidin-5(4H)-one